[6-[3-(1-hydroxycyclopropyl)-1H-1,2,4-triazol-5-yl]-2-azaspiro[3.3]heptan-2-yl]-[6-[3-(trifluoromethylsulfonimidoyl)benzyl]-2-azaspiro[3.3]heptan-2-yl]methanone OC1(CC1)C1=NNC(=N1)C1CC2(CN(C2)C(=O)N2CC3(C2)CC(C3)CC3=CC(=CC=C3)S(=O)(=N)C(F)(F)F)C1